N-((5-cyano-6'-(4-fluorophenyl)-[2,4'-bipyridin]-3'-yl)methyl)acrylamide C(#N)C=1C=CC(=NC1)C1=C(C=NC(=C1)C1=CC=C(C=C1)F)CNC(C=C)=O